BrC1=NC2=C(N1COCC[Si](C)(C)C)C=CC=C2 2-bromo-1-((2-(trimethyl-silyl)ethoxy)methyl)-1H-benzo[d]imidazole